3-(isoquinolin-4-yl)-2-oxo-1-(4-(trifluoromethyl)pyrimidin-2-yl)imidazoline-4-carbonitrile C1=NC=C(C2=CC=CC=C12)N1C(N(CC1C#N)C1=NC=CC(=N1)C(F)(F)F)=O